1-(4-(7-(2-amino-7-fluorobenzo[d]thiazol-4-yl)-8-fluoro-2-((tetrahydro-1H-pyrrolizin-7a(5H)-yl)methoxy)-6-(trifluoromethyl)quinazolin-4-yl)piperazin-1-yl)prop-2-en-1-one NC=1SC2=C(N1)C(=CC=C2F)C2=C(C=C1C(=NC(=NC1=C2F)OCC21CCCN1CCC2)N2CCN(CC2)C(C=C)=O)C(F)(F)F